Cl.NCCC1=CC=C(N(C)C)C=C1 4-(2-aminoethyl)-N,N-dimethylaniline HCl salt